tert-butyl (2-(N,N-di(2-(2,5-dicarbonyl-2,5-dihydro-1H-pyrrol-1-yl)ethyl)sulfamoyl)ethyl)carbamate C(=O)=C1N(C(C=C1)=C=O)CCN(S(=O)(=O)CCNC(OC(C)(C)C)=O)CCN1C(C=CC1=C=O)=C=O